imidazo[1,2-a]pyridin-6-ylmethanamine dihydrochloride Cl.Cl.N=1C=CN2C1C=CC(=C2)CN